ClC=1C=C(C=2N(N1)C(=CN2)C(=O)N[C@@H](C(F)(F)F)C)C (R)-6-chloro-8-methyl-N-(1,1,1-trifluoropropan-2-yl)imidazo[1,2-b]Pyridazine-3-carboxamide